(3S)-3-({N-[(4-methoxy-1H-indol-2-yl) carbonyl]-L-leucyl}amino)-2-oxo-4-[(3S)-2-oxopyrrolidin-3-yl]butyl (2R)-4-methylmorpholine-2-carboxylate CN1C[C@@H](OCC1)C(=O)OCC([C@H](C[C@H]1C(NCC1)=O)NC([C@@H](NC(=O)C=1NC2=CC=CC(=C2C1)OC)CC(C)C)=O)=O